3-((6-chloro-4-fluoropyridin-3-yl)ethynyl)aniline [(E)-[amino-[3-[2-[benzenesulfonyl(methyl)amino]-2-(1,3-benzothiazol-2-yl)ethyl]phenyl]methylene]amino]acetate N\C(\C1=CC(=CC=C1)CC(C=1SC2=C(N1)C=CC=C2)N(C)S(=O)(=O)C2=CC=CC=C2)=N\CC(=O)O.ClC2=CC(=C(C=N2)C#CC=2C=C(N)C=CC2)F